2-phenyl-4,5-bis(hydroxymethyl)-imidazole C1(=CC=CC=C1)C=1NC(=C(N1)CO)CO